(R)-2-(6-cyclopropylpyridin-3-yl)-N-(1-(1-(2,2,2-trifluoroethyl)-1H-pyrazolo[3,4-c]pyridin-5-yl)ethyl)acetamide C1(CC1)C1=CC=C(C=N1)CC(=O)N[C@H](C)C=1C=C2C(=CN1)N(N=C2)CC(F)(F)F